methyl 2-((2S,5S)-5-(4-chlorobenzyl)-4-(4-(1,5-dimethyl-1H-pyrazol-3-yl)cyclohexyl)morpholin-2-yl)acetate hydrochloride Cl.ClC1=CC=C(C[C@H]2CO[C@H](CN2C2CCC(CC2)C2=NN(C(=C2)C)C)CC(=O)OC)C=C1